dioctylbutyryl-aminotriazinone C(CCCCCCC)N(C=1C(NN=NC1C(CCC)=O)=O)CCCCCCCC